C(C)[NH+](CC)CC.C(CC(=O)C)(=O)[NH-] acetoacetamide triethylammonium salt